ClC=1N=CC2=C(C=CC(=C2C1)C(C)C)N1[C@@H]([C@H](C1)CS(=O)(=O)C)C 3-chloro-8-[(2R,3S)-3-(methanesulfonylmethyl)-2-methylazetidin-1-yl]-5-(propan-2-yl)isoquinoline